Fluoro-1-methylethylene carbonate C1(OC(CO1)(C)F)=O